4-bromo-2-(4-(methoxycarbonyl)piperidin-1-yl)benzoic acid BrC1=CC(=C(C(=O)O)C=C1)N1CCC(CC1)C(=O)OC